(R)-3-(3-Amino-1-(2-((6-amino-9H-purin-9-yl)methyl)-3-bromo-5-chlorophenyl)pyrrolidin-3-yl)-N-ethylpropanamid N[C@]1(CN(CC1)C1=C(C(=CC(=C1)Cl)Br)CN1C2=NC=NC(=C2N=C1)N)CCC(=O)NCC